N-(4-((4-(pyridin-2-yl)-4-(2-(pyridin-2-yl)ethyl)piperidin-1-yl)methyl)phenyl)acetamide N1=C(C=CC=C1)C1(CCN(CC1)CC1=CC=C(C=C1)NC(C)=O)CCC1=NC=CC=C1